(2R,6R)-6-methylmorpholine-2-carboxylic acid methyl ester COC(=O)[C@H]1CNC[C@H](O1)C